OC1(CC1)C=1NC(=NN1)C1CC2(CN(C2)C(=O)N2CC3(C2)CC(C3)CC3=C(C#N)C=C(C=C3)C(F)(F)F)C1 2-[[2-[6-[5-(1-hydroxycyclopropyl)-4H-1,2,4-triazol-3-yl]-2-azaspiro[3.3]heptane-2-carbonyl]-2-azaspiro[3.3]heptan-6-yl]methyl]-5-(trifluoromethyl)benzonitrile